R-gamma-decanolide C1(C[C@@H](CCCCCCC)O1)=O